C12CN(CC(CC1)N2)CCON(C(=O)C2=CC=C(C=C2)N\C(=C\2/C(NC1=CC(=C(C=C21)C)C(=O)OC)=O)\C2=CC=CC=C2)C (Z)-Methyl 3-(((4-((2-(3,8-diazabicyclo[3.2.1]octan-3-yl)ethoxy)(methyl)carbamoyl)phenyl)amino)(phenyl)methylene)-5-methyl-2-oxoindoline-6-carboxylate